4-ACETYL-1-BENZYL-PYRROLIDINE-3-CARBOXYLIC ACID C(C)(=O)C1C(CN(C1)CC1=CC=CC=C1)C(=O)O